CN(C#N)CCNC(=O)C1=CC2=CC=CC(=C2C=C1)C1=CC=C(C=C1)C(F)(F)F N-(2-(N-methyl-cyanamido)ethyl)-5-(4-(trifluoromethyl)phenyl)-2-naphthamide